CC1=CC(=C(C=C1)N=NC(C(=O)NC1=CC=CC=C1)C(C)=O)[N+](=O)[O-] 2-[(4-Methyl-2-nitrophenyl)azo]-3-oxo-N-phenylbutyramide